C(CCC)OC Z-Butyl-methylether